N-[(5-Chloro-1H-benzotriazol-1-yl)-dimethyl-amino-morpholino]-uronium hexafluorophosphate F[P-](F)(F)(F)(F)F.ClC1=CC2=C(N(N=N2)C2(C(OCCN2[NH+]=C(O)N)(N)C)C)C=C1